(4-(5-(3,5-dichlorophenyl)-5-(trifluoromethyl)-4,5-dihydroisoxazol-3-yl)phenyl)(7-nitro-1H-indol-1-yl)methanone ClC=1C=C(C=C(C1)Cl)C1(CC(=NO1)C1=CC=C(C=C1)C(=O)N1C=CC2=CC=CC(=C12)[N+](=O)[O-])C(F)(F)F